3-(2-methoxypyridin-3-yl)-2-oxopiperidine-1,3-dicarboxylic acid 1-benzyl 3-methyl ester COC(=O)C1(C(N(CCC1)C(=O)OCC1=CC=CC=C1)=O)C=1C(=NC=CC1)OC